Monoethyl malonate C(CC(=O)[O-])(=O)OCC